FC(CN1CC2=C(CC1)C=CS2)(F)F 6-(2,2,2-trifluoroethyl)-4,5,6,7-tetrahydrothieno[2,3-c]pyridine